2-[(1-methylpiperidin-4-yl)amino]-6-nitrobenzonitrile CN1CCC(CC1)NC1=C(C#N)C(=CC=C1)[N+](=O)[O-]